S(N)(=O)(=O)C=1C=C2CC(CC2=CC1)C(=O)O 5-sulfamoyl-2,3-dihydro-1H-indene-2-carboxylic acid